BrN1CNCC=2C=3C(C=C(C12)F)=C(OC3)Cl 4-bromo-7-chloro-5-fluoro-1,3-dihydrofuro[3,4-f]quinazoline